O1C(=NC2=C1C=CC=C2)C2=C(C=CC=C2)[O-].[Li+] lithium 2-(benzo[d]oxazol-2-yl)phenolate